CC1(OC[C@H](O1)CN1C(=CC2=CC(=C(C=C12)F)[N+](=O)[O-])C(C(=O)[O-])(C)C)C 2-(1-(((R)-2,2-dimethyl-1,3-dioxolan-4-yl) methyl)-6-fluoro-5-nitro-1H-indol-2-yl)-2-methylpropionate